(S)-1-(oxetan-2-ylmethyl)-2-((4-(6-((5-(trifluoromethyl)thiophen-2-yl)methoxy)pyridin-2-yl)piperidin-1-yl)methyl)-1H-benzo[d]imidazole-6-carboxylic acid O1[C@@H](CC1)CN1C(=NC2=C1C=C(C=C2)C(=O)O)CN2CCC(CC2)C2=NC(=CC=C2)OCC=2SC(=CC2)C(F)(F)F